C1=NC=C(C2=CC=CC=C12)N1C(N(C[C@@H]1C#N)C1=CNC(C=C1)=O)=O |r| racemic-3-(isoquinolin-4-yl)-2-oxo-1-(6-oxo-1,6-dihydropyridin-3-yl)imidazoline-4-carbonitrile